CN(C(=O)N1CCC(CC1)C1=NN(C(=C1)NCC1=CC=C(C=C1)F)C(=O)C=1C=C(C(=O)O)C=CC1)C 3-{3-[1-(dimethylcarbamoyl)piperidin-4-yl]-5-{[(4-fluorophenyl)methyl]amino}-1H-pyrazole-1-carbonyl}benzoic acid